carboxyethyl-hydroxychroman C1CC(OC2=CC=CC=C21)(CCC(=O)O)O